ClC=1C=CC2=C([C@H](C[C@H](O2)C(=O)NC23CC(C2)(C3)C=3OC(=NN3)C3CC(C3)OC(F)(F)F)O)C1 (2S,4S)-6-chloro-4-hydroxy-N-(3-{5-[(1s,3R)-3-(trifluoromethoxy)cyclobutyl]-1,3,4-oxadiazol-2-yl}bicyclo[1.1.1]pentan-1-yl)-3,4-dihydro-2H-1-benzopyran-2-carboxamide